3-chloro-N-(cyclobutylmethyl)-N-methyl-propan-1-amine ClCCCN(C)CC1CCC1